NC=1C=2N(C3=C(N1)C=NC(=C3)C(=O)N3C1C(CCC3C)OC3=C1C=CC(=C3)C(F)(F)F)C(=NC2)C Rac-(4-amino-1-methylimidazo[1,5-a]pyrido[3,4-e]pyrazin-8-yl)(2-methyl-7-(trifluoromethyl)-3,4,4a,9b-tetrahydrobenzofuro[3,2-b]pyridin-1(2H)-yl)methanone